2-[3,5-dichloro-4-(1-cyclopropyl-6-oxo-1,6-dihydropyridazin-3-yl)oxy-phenyl]-3,5-dioxo-1,2,4-triazine-6-carbonitrile ClC=1C=C(C=C(C1OC1=NN(C(C=C1)=O)C1CC1)Cl)N1N=C(C(NC1=O)=O)C#N